Cl.NC[C@H](C1=CC(=CC=C1)Cl)NC(=O)C=1N=CN(C1)C1=NC(=NC=C1C)NC1CC(C1)(F)F (S)-N-(2-amino-1-(3-chlorophenyl)ethyl)-1-(2-((3,3-difluorocyclobutyl)amino)-5-methylpyrimidin-4-yl)-1H-imidazole-4-carboxamide hydrochloride salt